C12(CC(C1)C2)NC(CN2C(C(=CC=C2)NC([C@H](CCC(C(=O)NC2CCCCC2)=O)NC(=O)C=2N(C1=CC=CC=C1C2)CC)=O)=O)=O (S)-N1-(1-(2-(bicyclo[1.1.1]pentan-1-ylamino)-2-oxoethyl)-2-oxo-1,2-dihydropyridin-3-yl)-N6-cyclohexyl-2-(1-ethyl-1H-indole-2-carboxamido)-5-oxohexanediamide